N-cyclopropyl-6-(7,8-dimethyl-[1,2,4]triazolo[4,3-b]pyridazin-6-yl)-7,8-dihydro-5H-1,6-naphthyridine-3-carboxamide C1(CC1)NC(=O)C=1C=NC=2CCN(CC2C1)C=1C(=C(C=2N(N1)C=NN2)C)C